4,4-bis(((Z)-oct-5-en-1-yl)oxy)butan-1-ol C(CCC\C=C/CC)OC(CCCO)OCCCC\C=C/CC